1,3,4,5-O-tetranonanoyl-xylitol C(CCCCCCCC)(=O)C([C@H](O)[C@@](O)([C@](O)(COC(CCCCCCCC)=O)C(CCCCCCCC)=O)C(CCCCCCCC)=O)O